(E)-1-(3-(4-((4-([1,2,4]triazolo[1,5-a]pyridin-7-yloxy)-3-methylphenyl)amino)pyrrolo[2,1-f][1,2,4]triazin-5-yl)pyrrolidin-1-yl)-4-(dimethylamino)but-2-en-1-one N=1C=NN2C1C=C(C=C2)OC2=C(C=C(C=C2)NC2=NC=NN1C2=C(C=C1)C1CN(CC1)C(\C=C\CN(C)C)=O)C